tert-butyl (1-((3-((1-(1-(2-(2,6-dioxopiperidin-3-yl)-1-oxoisoindolin-5-yl)piperidin-4-yl)azetidin-3-yl)oxy)phenyl)sulfonyl)piperidin-4-yl)carbamate O=C1NC(CCC1N1C(C2=CC=C(C=C2C1)N1CCC(CC1)N1CC(C1)OC=1C=C(C=CC1)S(=O)(=O)N1CCC(CC1)NC(OC(C)(C)C)=O)=O)=O